2-(6-Hydroxybenzo[d]thiazol-2-yl)-8-methyl-1-thia-3,8-diazaspiro[4.5]dec-2-en OC1=CC2=C(N=C(S2)C=2SC3(CN2)CCN(CC3)C)C=C1